1-(4-((4-(1H-pyrazol-1-yl)benzyl)(3-methoxybenzyl)amino)benzyl)piperazine-2,5-dione N1(N=CC=C1)C1=CC=C(CN(C2=CC=C(CN3C(CNC(C3)=O)=O)C=C2)CC2=CC(=CC=C2)OC)C=C1